COC(N(OC)C1=C(C=CC=C1)COC1=NN(C=C1)C1=CC=C(C=C1)Cl)=O N-{2-[1-(4-chlorophenyl)-1H-pyrazol-3-yloxymethyl]Phenyl}(N-methoxy)carbamic acid methyl ester